(1-ethoxyethoxy)-3,7-dimethylocta-1,6-diene C(C)OC(C)OC=CC(CCC=C(C)C)C